C(C)(C)(C)C=1C(=C(C=CC1)C1C(CCNC1)N)[N+](=O)[O-] 5-(tert-butyl-2-nitro-phenyl)piperidin-4-amine